C(C(=C)C)(=O)OCCOC(NCC)=O 2-[(ethyl carbamoyl)oxy]ethyl methacrylate